FC=1C=C(C=CC1F)N(C(C)=O)C1=NC=CC(=C1)NC(CC1=C(C=CC=C1)OC(F)(F)F)=O N-(3,4-difluorophenyl)-N-(4-{2-[2-(trifluoromethoxy)phenyl]acetamido}pyridin-2-yl)acetamide